(S)-N-(4-(1-(1-acryloylpiperidin-3-yl)-1H-1,2,3-triazol-4-yl)-2-methoxyphenyl)-6-(1H-pyrazol-5-yl)picolinamide C(C=C)(=O)N1C[C@H](CCC1)N1N=NC(=C1)C1=CC(=C(C=C1)NC(C1=NC(=CC=C1)C1=CC=NN1)=O)OC